OCCOC1=C(C=C(C(=C1)OCCO)N)N 4,6-bis(2-hydroxyethoxy)-m-phenylenediamine